C(C1=CC=CC=C1)N1CC(C1)(O)C=1C=CC=2C(NC3=CC=CC1C23)=O 5-(1-benzyl-3-hydroxy-azetidin-3-yl)-1H-benzo[cd]indol-2-one